CC1CCC(N(C1)C(C(=O)O)=O)C=1C=C2C(=CC1)NC(C21CCN(CC1)C)=O 2-(5-methyl-2-(1'-methyl-2-oxospiro[indoline-3,4'-piperidin]-5-yl)piperidin-1-yl)-2-oxoacetic acid